ClC=1C=C2C=NC(=NC2=CC1C1CCN(CC1)[C@@]1([C@@H](COC1)O)C)NC1=CC(=NN1C)C |o1:17,18| (3S,4S) or (3R,4R)-4-(4-{6-chloro-2-[(1,3-dimethyl-1H-pyrazol-5-yl)amino]quinazolin-7-yl}piperidin-1-yl)-4-methyloxolan-3-ol